((7-acetylamino-2-chloropyrrolo[2,1-f][1,2,4]triazin-4-yl)amino)bicyclo[2.2.2]octane-2-carboxylic acid ethyl ester C(C)OC(=O)C1C2(CCC(C1)CC2)NC2=NC(=NN1C2=CC=C1NC(C)=O)Cl